N12CCC(CC1)(CC2)C2=NOC(=N2)C=2C(=NC(=NC2)NC2=CC1=C(C(OC1(C)C)=O)C=C2)N[C@H](CO)C2=CC=CC=C2 5-{[5-(3-{1-azabicyclo[2.2.2]oct-4-yl}-1,2,4-oxadiazol-5-yl)-4-{[(1S)-2-hydroxy-1-phenylethyl]amino}pyrimidin-2-yl]amino}-3,3-dimethyl-1,3-dihydro-2-benzofuran-1-one